4-Methylenediphenyl-2-(bromomethyl)-6-(t-butyl)phenol C=C1C(C(=C(C(=C1C1=CC=CC=C1)C(C)(C)C)O)CBr)C1=CC=CC=C1